3,5-difluoro-2-(1H-pyrrol-1-yl)aniline FC=1C(=C(N)C=C(C1)F)N1C=CC=C1